(3-fluoro-4-(4-(diethylamino)piperidin-1-yl)phenyl)-1H-1,2,4-triazole-3,5-diamine FC=1C=C(C=CC1N1CCC(CC1)N(CC)CC)N1N=C(N=C1N)N